ClC1=C(C=CC=C1Cl)CS(=O)(=O)NC1=C(N=CS1)C(=O)O 5-{[(2,3-dichlorophenyl)methyl]sulfonamido}-1,3-thiazole-4-carboxylic acid